(R)-1-(4-(tert-butyl)phenyl)-2-(phenylseleno)ethan-1-ol Ethyl-4-(6-amino-3,5-dicyano-2-oxo-4-(4-(6-oxo-3-phenylpyridazin-1(6H)-yl)phenyl)pyridin-1(2H)-yl)benzoate C(C)C1=C(C(=O)O[C@@H](C[Se]C2=CC=CC=C2)C2=CC=C(C=C2)C(C)(C)C)C=CC(=C1)N1C(C(=C(C(=C1N)C#N)C1=CC=C(C=C1)N1N=C(C=CC1=O)C1=CC=CC=C1)C#N)=O